2,6-dimethyl-5,7-dioxo-1,2,4,4a,5,6,7,8-octahydro-3H-pyrazino[1',2':4,5]pyrazino[2,3-c][1,8]naphthyridine-3-carboxylate CC1N(CC2N(C3=C(C(NC=4N=CC=CC34)=O)N(C2=O)C)C1)C(=O)[O-]